6-bromo-N'-[4-[1,1-dimethylethyl(dimethyl)silyl]oxy-2-ethyl-phenyl]-4-[[(3S,4S)-4-hydroxytetrahydropyran-3-yl]amino]pyrrolo[1,2-b]pyridazine-3-carboxamidine BrC=1C=C2N(N=CC(=C2N[C@H]2COCC[C@@H]2O)C(=NC2=C(C=C(C=C2)O[Si](C)(C)C(C)(C)C)CC)N)C1